5-((2-fluoro-6-(pyrrolidin-1-ylmethyl)benzyl)amino)-N-(6-fluoropyridin-2-yl)-4-methylthiophene-2-sulfonamide FC1=C(CNC2=C(C=C(S2)S(=O)(=O)NC2=NC(=CC=C2)F)C)C(=CC=C1)CN1CCCC1